3-{2-[(2S)-2-[(2-formyl-3-hydroxyphenoxy)methyl]piperidine-1-carbonyl]phenyl}propanoic acid C(=O)C1=C(OC[C@H]2N(CCCC2)C(=O)C2=C(C=CC=C2)CCC(=O)O)C=CC=C1O